N=1N=NC(C1)=S triazole-4-thione